C1(CC1)C(=O)NC=1C=C2C(=CN=C(C2=CN1)NC)C=1C(=C(C=CC1)C=1C=NN(C1)C1CN(C1)C(=O)OC(C)(C)C)OC tert-butyl 3-(4-(3-(6-(cyclopropanecarboxamido)-1-(methylamino)-2,7-naphthyridin-4-yl)-2-methoxyphenyl)-1H-pyrazol-1-yl)azetidine-1-carboxylate